2-[1-[2-(4,4-Dimethyl-1-piperidyl)-6-methyl-4-oxo-chromen-8-yl]ethylamino]-4,5-dimethyl-benzoic acid CC1(CCN(CC1)C=1OC2=C(C=C(C=C2C(C1)=O)C)C(C)NC1=C(C(=O)O)C=C(C(=C1)C)C)C